CN1N=C2[C@@H](N(CCC2=C1C=1C=NN(C1C(F)(F)F)C)C(=O)C1=C2C(=NC=C1)N(C=C2)C)C (S)-(2,7-dimethyl-3-(1-methyl-5-(trifluoromethyl)-1H-pyrazol-4-yl)-2,4,5,7-tetrahydro-6H-pyrazolo[3,4-c]pyridin-6-yl)(1-methyl-1H-pyrrolo[2,3-b]pyridin-4-yl)methanone